P(OC=CC)([O-])N propenyl phosphoramidite